N-(3-chlorophenyl)-5-ethyl-4-phenyl-[2,4'-bithiazole]-2'-amine ClC=1C=C(C=CC1)NC=1SC=C(N1)C=1SC(=C(N1)C1=CC=CC=C1)CC